bis[2-(methyldimethoxysilyl)1-phenyl-3-butyl-1,3-propanedione] platinum (II) [Pt+2].C[Si](C(C(=O)C1=CC=CC=C1)C(=O)CCCC)(OC)OC.C[Si](C(C(=O)C1=CC=CC=C1)C(=O)CCCC)(OC)OC